2-(4-morpholinylmercapto)benzothiazole N1(CCOCC1)SC=1SC2=C(N1)C=CC=C2